N[C@H]1CC=CC[C@@H]1C1=C(C2=NC(=CC(=C2S1)NCC=1SC=CC1)Cl)I |r| rac-2-((1S,6S)-6-aminocyclohex-3-en-1-yl)-5-chloro-3-iodo-N-(thiophen-2-ylmethyl)thieno[3,2-b]pyridin-7-amine